F[C@H]1CN(CC[C@H]1NC1=C2C=C(N(C2=CC=C1)CC(F)(F)F)C#CCNC1=C(C=C(C(=O)NCCCCCC(=O)O)C=C1)OC)C 6-[4-(3-{4-[(3S,4R)-3-fluoro-1-methyl-4-piperidylamino]-1-(2,2,2-trifluoroethyl)-2-indolyl}-2-propynylamino)-3-anisoylamino]hexanoic acid